4-methylenedioxy-benzeneglycolic acid C1OC2=CC=C(C=C2O1)C(C(=O)O)O